(Z)-4-(1,3-dithian-2-yl)-4-methoxyphenyl hex-3-enoate C(C\C=C/CC)(=O)OC1=CCC(C=C1)(OC)C1SCCCS1